ClC=1C=C(C=CC1)[C@@H](C)NC1=NC(=NC2=CC(=CC=C12)C(=O)OC)C methyl 4-{[(1R)-1-(3-chlorophenyl)ethyl]amino}-2-methylquinazoline-7-carboxylate